COC=1C=C(C=C(C1)OC)N1C(CN(C(C1)=O)C(=O)C1CC1)=O (3,5-dimethoxyphenyl)-4-(cyclopropanecarbonyl)piperazine-2,5-dione